2-((tert-butyldimethylsilyl)oxy)propanal [Si](C)(C)(C(C)(C)C)OC(C=O)C